BrC1=C(C=C(C=C1C(C([2H])([2H])[2H])(C([2H])([2H])[2H])[2H])C(C([2H])([2H])[2H])(C([2H])([2H])[2H])[2H])C(C([2H])([2H])[2H])(C([2H])([2H])[2H])[2H] 2-bromo-1,3,5-tris(prop-2-yl-d7)benzene